ClC=1C=NC=C(C1[C@@H](C)OC=1C=C2C(=NNC2=CC1)C=1C=NN(C1)C1CCS(CC1)(=O)=O)Cl 4-[4-[5-[(1R)-1-(3,5-dichloro-4-pyridyl)ethoxy]-1H-indazol-3-yl]pyrazol-1-yl]thiane 1,1-dioxide